COC(=O)C=1C=C(C=CC1)CC(=O)O 2-[3-(methoxycarbonyl)phenyl]acetic acid